CC=1N=C(C2=C(N1)C=NN2)O 5-methyl-1H-pyrazolo[4,3-d]pyrimidin-7-ol